CN1CCC(CC1)COC=1C=NC(=NC1)C=1C=C(C=CC1)CO {3-[5-(1-methyl-piperidin-4-ylmethoxy)-pyrimidin-2-yl]-phenyl}-methanol